N1=CC(=CC=C1)C=1OC2=C(N1)C=C(C=C2)NC(=O)C2OC1=C(C2)C=CC=C1 N-[2-(pyridin-3-yl)-1,3-benzoxazol-5-yl]-2,3-dihydro-1-benzofuran-2-carboxamide